(1r,4r)-4-Amino-1-phenylcyclohexan-1-ol NC1CCC(CC1)(O)C1=CC=CC=C1